ClC1=CC=2OCC3N(C2N=C1)CCNC3 3-chloro-6,6a,7,8,9,10-hexahydropyrazino[1,2-d]pyrido[3,2-b][1,4]oxazine